4-((3-((difluoromethyl)sulfonyl)pyridin-2-yl)amino)-N-(methyl-d3)-6-((1R,2R)-2-methylcyclopropane-1-carboxamido)pyridazine-3-carboxamide FC(S(=O)(=O)C=1C(=NC=CC1)NC1=C(N=NC(=C1)NC(=O)[C@H]1[C@@H](C1)C)C(=O)NC([2H])([2H])[2H])F